C(=O)O.C(=O)O.C(CCCCCCC)C1C(CCCC1)CCCCCCCC 1,2-dioctyl-cyclohexane diformate